C(C)(C)(C)OC(=O)N1CC(C1)(C)[C@](O)(C1=CC=C(C=C1)Br)C=1C=NC=C(C1)C1=NOC(=N1)C1CCN(CC1)C(C)=O 3-[(R)-{5-[5-(1-Acetyl-piperidin-4-yl)-[1,2,4]oxadiazol-3-yl]-pyridin-3-yl}-(4-bromo-phenyl)-hydroxy-methyl]-3-methyl-azetidine-1-carboxylic acid tert-butyl ester